FC(OC1=CC=C(C=C1)N1CC(C1)CO)(F)F 1-(4-trifluoromethoxyphenyl)azetidine-3-methanol